ClC1=NC(=NC(=N1)C1=C(C(=C(C(=C1[2H])[2H])[2H])[Si](C1=C(C(=C(C(=C1[2H])[2H])[2H])[2H])[2H])(C1=C(C(=C(C(=C1[2H])[2H])[2H])[2H])[2H])C1=C(C(=C(C(=C1[2H])[2H])[2H])[2H])[2H])[2H])N1C2=CC=CC=C2C=2C=CC=CC12 9-(4-chloro-6-(3-(tris(phenyl-d5)silyl)phenyl-2,4,5,6-d4)-1,3,5-triazin-2-yl)-9H-carbazole